(1S,3S)-3-((6-(5-(((cyclobutyl-(methyl)carbamoyl)oxy)methyl)-1-methyl-1H-1,2,3-triazol-4-yl)-2-(methoxymethyl)pyridin-3-yl)oxy)cyclohexane-1-carboxylic acid C1(CCC1)N(C(=O)OCC1=C(N=NN1C)C1=CC=C(C(=N1)COC)O[C@@H]1C[C@H](CCC1)C(=O)O)C